3-((1-(2-chlorophenyl)-3-azabicyclo[3.1.0]hex-3-yl)carbonyl)-1,5,7-trimethyl-1,5-dihydro-4H-pyrrolo[3,2-c]pyridin-4-one ClC1=C(C=CC=C1)C12CN(CC2C1)C(=O)C1=CN(C2=C1C(N(C=C2C)C)=O)C